C(C)OC1OC=C(C2C1C(=CC2)CN2CCN(CC2)C2=NC=CC=N2)C(=O)OC methyl 1-ethoxy-7-((4-(pyrimidin-2-yl) piperazin-1-yl) methyl)-2,4a,5,7a-tetrahydrocyclopenta[c]pyran-4-carboxylate